C(C)C1CN(CC(C1)C(N(C)OC)=O)C(=O)OC(C)(C)C tert-butyl 3-ethyl-5-[methoxy(methyl)carbamoyl]piperidine-1-carboxylate